CC=1C(=[N+](C=CC1)[O-])CN1CCN(CCN(CCN(CC1)CC(=O)O)CC(=O)O)CC(=O)O methyl-2-((4,7,10-tris(carboxymethyl)-1,4,7,10-tetraazacyclododecan-1-yl)methyl)pyridine 1-oxide